BrC=1N(C(=C(N1)C)CO)C[C@H]1OCC1 (S)-(2-bromo-4-methyl-1-(oxetan-2-ylmethyl)-1H-imidazol-5-yl)methanol